C(C)OC=CC(=O)O 3-ETHOXYACRYLIC ACID